C(C)(C)(C)OC(=O)N1CCN(CC1)C1=CC(=NC=2CN(CCC12)C1=C2C=NN(C2=CC(=C1Cl)C)C1OCCCC1)C(=O)OCC ethyl 4-(4-(tert-butoxycarbonyl)piperazin-1-yl)-7-(5-chloro-6-methyl-1-(tetrahydro-2H-pyran-2-yl)-1H-indazol-4-yl)-5,6,7,8-tetrahydro-1,7-naphthyridine-2-carboxylate